(R)-(4-(4-methylpyrazolo[1,5-a]pyridin-2-yl)-6,7-dihydro-1H-imidazo[4,5-c]pyridin-5(4H)-yl)(5-(pyridin-2-yl)-1,3,4-oxadiazol-2-yl)methanone CC=1C=2N(C=CC1)N=C(C2)[C@@H]2N(CCC1=C2N=CN1)C(=O)C=1OC(=NN1)C1=NC=CC=C1